NC1=NC=2C(=CC(=CC2C=2N1N=C(N2)[C@H]2C[C@H](C2)C2=CC=C(C=N2)C(C)(C)O)F)F 2-{6-[cis-3-(5-amino-7,9-difluoro[1,2,4]triazolo[1,5-c]quinazolin-2-yl)cyclobutyl]pyridin-3-yl}propan-2-ol